C(C)C=1C=NC(=NC1)N1CCC(CC1)CCCOC1=CC(=C(C(=C1)F)CC(=O)NC(CO)(CO)CO)F 2-[4-[3-[1-(5-ethylpyrimidin-2-yl)-4-piperidinyl]propoxy]-2,6-difluoro-phenyl]-N-[2-hydroxy-1,1-bis(hydroxymethyl)ethyl]acetamide